BrCCC(C(=O)OC)OC1=C(C=C(C(=C1)N1C(N(C(=CC1=O)C(C)(F)F)C)=O)F)Cl methyl 4-bromo-2-{2-chloro-5-[4-(1,1-difluoroethyl)-3-methyl-2,6-dioxo-3,6-dihydropyrimidin-1(2H)-yl]-4-fluorophenoxy}butanoate